N4-methyl-4-phenyl-4,5,6,7-tetrahydrobenzothiazol-2,4-diamine CNC1(CCCC2=C1N=C(S2)N)C2=CC=CC=C2